C(C1=CC=CC=C1)OC(=O)N1[C@@H](CCC1)C(=O)O (benzyloxycarbonyl)-L-proline